C(C)OC(=O)C1=NN2C(C=C(C=C2)B(O)O)=C1 2-(ethoxycarbonyl)pyrazolo[1,5-a]pyridin-5-ylboronic acid